[(3S)-3-(3-benzyloxypropoxy)butoxy]-tert-butyl-diphenyl-silane C(C1=CC=CC=C1)OCCCO[C@H](CCO[Si](C1=CC=CC=C1)(C1=CC=CC=C1)C(C)(C)C)C